ClC1=C(C=CC(=C1)Cl)C1=CC=C(S1)CC(=O)NCCN1CCN(CC1)C 2-(5-(2,4-Dichlorophenyl)thiophen-2-yl)-N-(2-(4-methylpiperazin-1-yl)ethyl)acetamid